(S)-3-(2',4'-difluoro-6-methoxybiphenyl-3-yl)-3-(3-(1-methyl-4-oxo-2-oxo-1,2-dihydropyridin-3-yl)ureido)propanoic acid FC1=C(C=CC(=C1)F)C1=CC(=CC=C1OC)[C@H](CC(=O)O)NC(=O)NC1C(N(C=CC1=O)C)=O